5-(3-aminophenoxy)-N-(4-(4-methylpiperazin-1-yl)phenyl)-[1,2,4]triazolo[1,5-a]pyridin-2-amine NC=1C=C(OC2=CC=CC=3N2N=C(N3)NC3=CC=C(C=C3)N3CCN(CC3)C)C=CC1